5-bromo-3-methoxy-pyridin-2-amine BrC=1C=C(C(=NC1)N)OC